3-((2,5-Dihydroxy-3-carboxyphenyl)methylthiomethyl)-2,5-dihydroxybenzoic acid OC1=C(C=C(C=C1C(=O)O)O)CSCC=1C(=C(C(=O)O)C=C(C1)O)O